C(C)[C@H]1N(C[C@@H](N(C1)C1=NC=2N(C3=C1N=CC=C3)C=NN2)C)[C@@H](C(=O)OC)C2=CC=C(C=C2)F methyl (R)-2-((2R,5S)-2-ethyl-5-methyl-4-(pyrido[2,3-e][1,2,4]triazolo[4,3-a]pyrimidin-5-yl)piperazin-1-yl)-2-(4-fluorophenyl)acetate